Methyl (1R,4S,5R)-3-bromo-5-hydroxy-7-oxabicyclo[2.2.1]hept-2-ene-2-carboxylate BrC1=C([C@H]2C[C@H]([C@@H]1O2)O)C(=O)OC